[Mo+6].[Na+].[Na+] disodium molybdenum (VI)